ClCCC1=NC2=C(N1)C=CC=C2 2-(2-chloroethyl)-1H-1,3-benzodiazole